NC1=CC=2C3=C(C(N(C3=C1)C1C(NC(CC1)=O)=O)=O)C=CC2 3-(7-amino-2-oxo-benzo[cJ]indol-1-yl)piperidine-2,6-dione